C(C=C)(=O)N1CC(C1)N1CCN(CC1)C1=CC=C(C=C1)C=1C=2N(C=C(C1)C=1C=NN(C1)C([2H])([2H])[2H])N=CC2C#N 4-(4-(4-(1-propenoylazetidin-3-yl)piperazin-1-yl)phenyl)-6-(1-(methyl-d3)-1H-pyrazol-4-yl)pyrazolo[1,5-a]pyridine-3-carbonitrile